6-formyl-6,7-dihydro-5H-cyclopenta[c]pyridine-1-carbonitrile C(=O)C1CC2=C(C(=NC=C2)C#N)C1